2-(7-Isopropyl-1-oxo-spiro[3H-pyrrolo[1,2-a]pyrazine-4,1'-cyclopropane]-2-yl)-N-pyrimidin-2-yl-acetamide C(C)(C)C=1C=C2N(C1)C1(CC1)CN(C2=O)CC(=O)NC2=NC=CC=N2